methyl (2S)-2-amino-3-(1-fluorocyclopropyl)propanoate N[C@H](C(=O)OC)CC1(CC1)F